(2R)-N-(3-{2-{(3-methoxy-1-methyl-1H-pyrazol-4-yl)amino}pyrimidin-4-yl}-1H-indol-7-yl)-2-(4-methylpiperazin-1-yl)propanamide Saccharine Salt S1(=O)(=O)NC(=O)C2=CC=CC=C12.COC1=NN(C=C1NC1=NC=CC(=N1)C1=CNC2=C(C=CC=C12)NC([C@@H](C)N1CCN(CC1)C)=O)C